BrC1=CC(=C(C=C1)NC(=O)C1=C(C=NN1C)C(CO)O)C N-(4-bromo-2-methylphenyl)-4-(1,2-dihydroxyethyl)-1-methyl-1H-pyrazole-5-carboxamide